2-(6-Azaspiro[2.5]octan-6-yl)-4-(R-cyclopropylsulfonimidoyl)-N-(6-(4,4-difluoro-1-piperidinyl)-4-methyl-2-pyridinyl)benzamide C1CC12CCN(CC2)C2=C(C(=O)NC1=NC(=CC(=C1)C)N1CCC(CC1)(F)F)C=CC(=C2)[S@@](=O)(=N)C2CC2